2,7-diisobutyrylthianthrene C(C(C)C)(=O)C1=CC=2SC3=CC=C(C=C3SC2C=C1)C(C(C)C)=O